C1(=CC=C(C=C1)OC1=CC(=C(OCOCC[Si](C)(C)C)C=C1[N+](=O)[O-])Br)C1=CC=CC=C1 (2-((4-([1,1'-biphenyl]-4-yloxy)-2-bromo-5-nitrophenoxy)methoxy)ethyl)trimethylsilane